[Li+].FC1CN(C1)CC1=CC=CC(=N1)C(=O)[O-] 6-[(3-fluoroazetidin-1-yl)methyl]pyridine-2-carboxylic acid lithium salt